2-((1r,4r)-4-(2-(4-benzoylphenyl)-6-(benzenesulfonyl)imidazo[4,5-d]Pyrrolo[2,3-b]Pyridin-1(6H)-yl)cyclohexyl)acetonitrile C(C1=CC=CC=C1)(=O)C1=CC=C(C=C1)C1=NC=2C(=C3C(=NC2)N(C=C3)S(=O)(=O)C3=CC=CC=C3)N1C1CCC(CC1)CC#N